4-(2-(4-chloro-2-fluorophenoxy)-4-methyl-5-nitrophenyl)-6-methyl-1,6-dihydro-7H-pyrrolo[2,3-c]pyridin-7-one ClC1=CC(=C(OC2=C(C=C(C(=C2)C)[N+](=O)[O-])C=2C3=C(C(N(C2)C)=O)NC=C3)C=C1)F